NC1=NC(=NC=C1)C=1C=C2C=CN(C(C2=CC1F)=O)CCC[C@H](C)NC=1C=NNC(C1C(F)(F)F)=O (S)-6-(4-aminopyrimidin-2-yl)-7-fluoro-2-(4-((6-oxo-5-(trifluoromethyl)-1,6-dihydropyridazin-4-yl)amino)pentyl)isoquinolin-1(2H)-one